C(#N)C=CC1=CC(=C(C(=C1)C)NC1=NC(=NC=C1)NC1=CC=C(C#N)C=C1)C 4-[[4-[[4-(2-Cyanoethenyl)-2,6-dimethylphenyl]amino]-2-pyrimidinyl]-amino]-benzonitril